FC1=C(C(=CC(=C1)F)F)B(O)O (2,4,6-trifluorophenyl)boronic acid